(4ar,8as)-1-(4-(1,1-difluoro-2-((triisopropylsilyl)oxy)ethoxy)-2-methylphenyl)-3,3-dimethyldecahydroquinoxaline FC(CO[Si](C(C)C)(C(C)C)C(C)C)(OC1=CC(=C(C=C1)N1CC(N[C@@H]2CCCC[C@H]12)(C)C)C)F